(2-(4-chloro-3-fluorophenyl)-2-oxoethyl)triphenylphosphonium bromide [Br-].ClC1=C(C=C(C=C1)C(C[P+](C1=CC=CC=C1)(C1=CC=CC=C1)C1=CC=CC=C1)=O)F